C(C)(C)OC=1C=C2C(=CN1)N(N=C2)C(C)=O 1-(5-isopropoxypyrazolo[3,4-c]pyridin-1-yl)ethanone